C1(CC1)C=1OC2=C(C1C(=O)O)C=C(C=C2)OCC2CC2 2-cyclopropyl-5-(cyclopropylmethoxy)benzofuran-3-carboxylic acid